The molecule is that isomer of butenoic acid having the double bond at position C-3. It is a conjugate acid of a but-3-enoate. C=CCC(=O)O